CC=1N=C(SC1C(=O)O)NC 4-methyl-2-(methylamino)thiazole-5-carboxylic acid